ethyl 2-(4-(tert-butoxycarbonyl)-3,3-dimethylpiperazin-1-yl)-4-methylthiazole-5-carboxylate C(C)(C)(C)OC(=O)N1C(CN(CC1)C=1SC(=C(N1)C)C(=O)OCC)(C)C